2-[4-(3,3-difluoroazetidine-1-carbonyl)phenyl]-4-[4-fluoro-2-(2,2,2-trifluoroethoxy)phenyl]-2,3-dihydro-1H-pyrrolo[3,4-c]pyridin-1-one FC1(CN(C1)C(=O)C1=CC=C(C=C1)N1CC=2C(=NC=CC2C1=O)C1=C(C=C(C=C1)F)OCC(F)(F)F)F